[2H]C(N1C(C2=C(C(=C1)C1=C(C=CC(=C1)S(=O)(=O)C)N1CCC3(CC3C(=O)OCC)CC1)C=CN2)=O)([2H])[2H] ethyl 6-(2-(6-trideuteromethyl-7-oxo-6,7-dihydro-1H-pyrrolo[2,3-c]pyridin-4-yl)-4-(methylsulfonyl)phenyl)-6-aza-spiro[2.5]octan-1-carboxylate